(5-METHYL-1H-TETRAZOL-1-YL)ACETIC ACID CC1=NN=NN1CC(=O)O